C(C(C)C)NCCC1=CC=C(N)C=C1 4-(2-(isobutylamino)ethyl)aniline